Ethyl 3-(1,4-dioxaspiro[4.5]decan-8-yl)acrylate O1CCOC12CCC(CC2)C=CC(=O)OCC